ClC1=C(C=CC=C1)[C@H](C)C1=C(C=CC2=C1NC(=NS2(=O)=O)NCC2=NC=CC=C2F)F (R)-5-(1-(2-chlorophenyl)ethyl)-6-fluoro-3-(((3-fluoropyridin-2-yl)methyl)amino)-4H-benzo[e][1,2,4]thiadiazine 1,1-dioxide